ClC1=CC=C2C(=C(NC2=C1C=1C(=NN(C1CC)C)[C@H](C(F)(F)F)O)C(=O)OCC)CCCOC1=CC=CC2=CC=CC=C12 |r| (rac)-Ethyl 6-chloro-7-{5-ethyl-1-methyl-3-[2,2,2-trifluoro-1-hydroxyethyl]-1H-pyrazol-4-yl}-3-{3-[(naphthalen-1-yl)oxy]propyl}-1H-indole-2-carboxylate